(S)-quinuclidin-3-yl (5-(4-fluoro-2-methoxyphenyl)-2,2-dimethyl-2,3-dihydro-1H-inden-1-yl)carbamat FC1=CC(=C(C=C1)C=1C=C2CC(C(C2=CC1)NC(O[C@@H]1CN2CCC1CC2)=O)(C)C)OC